[Na+].[Na+].[Na+].[Na+].[Na+].N(CC(=O)[O-])(CC(=O)[O-])CC(=O)[O-] nitrilotriacetic acid, pentasodium salt